Ethyl (1S,2R)-2-isopropylcyclopropanecarboxylate C(C)(C)[C@@H]1[C@H](C1)C(=O)OCC